(E)-3-(1,3-Benzodioxol-5-yl)-N-(2-methylsulfanylethyl)-N-phenyl-prop-2-enamid O1COC2=C1C=CC(=C2)/C=C/C(=O)N(C2=CC=CC=C2)CCSC